[Al].O(F)F.[K] potassium oxyfluoride aluminum